lithium Lithium salt [Li].[Li]